6,6-dimethyl-4-(3-((2-((3-methyl-1-(8-methyl-8-azabicyclo[3.2.1]octan-3-yl)-1H-pyrazol-4-yl)amino)-5-(trifluoromethyl)pyrimidin-4-yl)amino)propyl)-1,4-oxazepan-5-one CC1(C(N(CCOC1)CCCNC1=NC(=NC=C1C(F)(F)F)NC=1C(=NN(C1)C1CC2CCC(C1)N2C)C)=O)C